1-(4-(2-(4-(dimethylamino)but-2-yl)-6-(2-(trifluoromethyl)phenyl)-2H-indazol-3-yl)piperidin-1-yl)prop-2-en-1-one (R)-tetrahydrofuran-3-yl-4-methylbenzenesulfonate O1C[C@@H](CC1)OS(=O)(=O)C1=CC=C(C=C1)C.CN(CCC(C)N1N=C2C=C(C=CC2=C1C1CCN(CC1)C(C=C)=O)C1=C(C=CC=C1)C(F)(F)F)C